COC1=NC(=C(C(=N1)OC)[N+](=O)[O-])OC 2,4,6-trimethoxy-5-nitropyrimidine